COC1=CC=CC=C1[N+](=O)[O-] 2-Methoxy-3-nitrobenzene